NC1=C(C2=C(S1)C(C(CC2)(C(C)C)C#N)=O)C(=O)N 2-Amino-6-cyano-6-isopropyl-7-oxo-4,5,6,7-tetrahydrobenzo[b]thiophene-3-carboxamide